BrC=1N=C(NC1)C(C)C 4-bromo-2-isopropyl-1H-imidazole